C1(CC1)C=1C(=C2C(C(N(C2=C(C1)F)C=1C(N(C=CN1)C1C(CCC1)CC(=O)[O-])=O)=O)(C)C)F 2-[3-(5-cyclopropyl-4,7-difluoro-3,3-dimethyl-2-oxoindol-1-yl)-2-oxopyrazin-1-yl]cyclopentylacetate